O=C1N(S(C2=C1C=CC=C2)(=O)=O)CCCS(=O)(=O)[O-] 3-oxo-1,2-benzisothiazol-2(3H)-propansulfonat-1,1-dioxid